O1C2=C(N(CC1)C(=O)C=1C=NC=CC1S)C=CC=C2 (2,3-dihydro-4H-benzo[b][1,4]oxazin-4-yl)(4-mercaptopyridin-3-yl)methanone